(S)-2-(cyanomethyl)-4-((R)-2'-(methylthio)-3,4,5',8'-tetrahydro-1H,6'H-spiro[naphthalene-2,7'-quinazoline]-4'-yl)piperazine-1-carboxylic acid tert-butyl ester C(C)(C)(C)OC(=O)N1[C@H](CN(CC1)C1=NC(=NC=2C[C@]3(CCC12)CC1=CC=CC=C1CC3)SC)CC#N